6-(4-((R)-1-(4-(((2-((S)-2,6-dioxopiperidin-3-yl)-1-oxoisoindolin-4-yl)oxy)methyl)phenyl)ethyl)piperazin-1-yl)nicotinonitrile O=C1NC(CC[C@@H]1N1C(C2=CC=CC(=C2C1)OCC1=CC=C(C=C1)[C@@H](C)N1CCN(CC1)C1=NC=C(C#N)C=C1)=O)=O